acrylic hydroxypropyl Ester OCCCOC(C=C)=O